C(C)OC[C@]1(CC[C@@]2([C@H]3CC[C@@]4([C@H](CC[C@H]4[C@@H]3CC[C@@H]2C1)C(=O)N1[C@H](CCCC1)C1=CC=C(C=C1)F)C)CC)O ((3R,5R,8S,9S,10S,13S,14S,17S)-3-(ethoxymethyl)-10-ethyl-3-hydroxy-13-methylhexadecahydro-1H-cyclopenta[a]phenanthren-17-yl)((R)-2-(4-fluorophenyl)piperidin-1-yl)methanone